[Zr].[Mo].[Ti] Titanium-Molybdenum-Zirconium